hydroxymethyl-(serine) OCN[C@@H](CO)C(=O)O